3,5-dimethyl-6-oxo-5,6-dihydroindol CC1=CNC2=CC(C(C=C12)C)=O